Butyl (S)-3-((R)-2-((4-(trifluoromethyl)benzyl)carbamoyl)pyrrolidine-1-carbonyl)piperidine-1-carboxylate FC(C1=CC=C(CNC(=O)[C@@H]2N(CCC2)C(=O)[C@@H]2CN(CCC2)C(=O)OCCCC)C=C1)(F)F